N1(CCC1)C1=CC=C(C=N1)[C@H](C)N1N=NC(=C1)C(=O)N[C@@H]1C[C@@H](C1)C1=C(C=CC(=C1)Cl)C#N 1-((S)-1-(6-(Azetidin-1-yl)pyridin-3-yl)ethyl)-N-((cis)-3-(5-chloro-2-cyanophenyl)cyclobutyl)-1H-1,2,3-triazole-4-carboxamide